1,3-bis(triethoxysilyl-methyl)-1,3-diazolidine C(C)O[Si](OCC)(OCC)CN1CN(CC1)C[Si](OCC)(OCC)OCC